C12(CC3CC(CC(C1)C3)C2)CC2=NOC(=N2)[C@H](CC2=CNC3=CC=CC=C23)NC([C@H](CC2=C(C=C(C=C2C)O)C)N)=O (S)-N-((S)-1-(3-(adamantan-1-ylmethyl)-1,2,4-oxadiazol-5-yl)-2-(1H-indol-3-yl)ethyl)-2-amino-3-(4-hydroxy-2,6-dimethylphenyl)propanamide